C(C)(C)(C)OC(=O)N[C@H](C)[C@H](C(=O)OC)C\C=C/CO Methyl (R,Z)-2-((R)-1-((tert-butoxycarbonyl)amino)ethyl)-6-hydroxyhex-4-enoate